The molecule is a cholestanoid that is (5alpha,25R)-cholest-4-en-26-oic acid substituted at position 3 by an oxo group. It is a conjugate acid of a (25R)-Delta(4)-dafachronate. C[C@H](CCC[C@@H](C)C(=O)O)[C@H]1CC[C@@H]2[C@@]1(CC[C@H]3[C@H]2CCC4=CC(=O)CC[C@]34C)C